lithium trifluoromethyl-(sulfonate) FC(F)(F)S(=O)(=O)[O-].[Li+]